6-Chloro-9-ethyl-8-(6-methoxy-pyridin-3-yl)-9H-pyrido[3,4-b]indole ClC=1C=C2C3=C(N(C2=C(C1)C=1C=NC(=CC1)OC)CC)C=NC=C3